CC1=C(C(=O)NCCCC2=CC=C(C=C2)C=2C=C3C=CC(NC3=CC2)=O)C=CC=N1 2-methyl-N-(3-(4-(2-oxo-1,2-dihydroquinolin-6-yl)phenyl)propyl)nicotinamide